F[C@@H]1NCCC1 (2S,7aR)-2-fluorotetrahydro-1H-pyrrole